N1CCC(CC1)CN(C(O)=O)CC=1C=C2C(=C(NC2=CC1)C1=CC(=NC=C1)C)CC.ClC1=C(N=C(NC1=O)C1=CC(=NC=C1)F)N1C[C@H](CC1)C(=O)N (3S)-1-[5-chloro-2-(2-fluoro-4-pyridinyl)-6-oxo-1H-pyrimidin-4-yl]pyrrolidine-3-carboxamide piperidin-4-ylmethyl-((3-ethyl-2-(2-methylpyridin-4-yl)-1H-indol-5-yl)methyl)carbamate